COC[C@H]1CN2C(O1)=C(C=N2)[S@@](=O)(N)=NC(NC=2C=1CCC1C=CC2C2=CC(=NC=C2)OC)=O (R,2R)-2-(methoxymethyl)-N'-((3-(2-methoxypyridin-4-yl)bicyclo[4.2.0]octa-1(6),2,4-trien-2-yl)carbamoyl)-2,3-dihydropyrazolo[5,1-b]oxazole-7-sulfonimidamide